CN(C\C=C/1\C(N(CC1)C=1C=CC=2N=CN=C(C2N1)NC1=CC(=C(C=C1)OC1=CC=2N(C=C1)N=NN2)C)=O)C (3E)-3-[2-(dimethylamino)ethylidene]-1-{4-[(3-methyl-4-{[1,2,3,4]tetrazolo[1,5-a]pyridin-7-yloxy}phenyl)amino]pyrido[3,2-d]pyrimidin-6-yl}pyrrolidin-2-one